4,4,5,5-Tetramethyl-2-{3-[1-(trifluoromethyl)cyclopropyl]phenyl}-1,3,2-dioxaborolan CC1(OB(OC1(C)C)C1=CC(=CC=C1)C1(CC1)C(F)(F)F)C